ClC1=C(C=C(C=C1)N=C=O)C(F)(F)F (4-chloro-3-(trifluoromethyl)phenyl) isocyanate